CNCCNC(OC(C)(C)C)=O 1,1-Dimethylethyl N-[2-(methylamino)ethyl]carbamate